methyl-4-(pentafluorosulfanyl)aniline CNC1=CC=C(C=C1)S(F)(F)(F)(F)F